N-(2-methanesulfonylaminoethyl)-4-(2-bromo-3-phenylbenzyloxy)-2-(3-cyanobenzyloxy)benzylamine, Hydrochloride Cl.CS(=O)(=O)NCCNCC1=C(C=C(C=C1)OCC1=C(C(=CC=C1)C1=CC=CC=C1)Br)OCC1=CC(=CC=C1)C#N